N-[(2R)-1,4-dioxan-2-ylmethyl]-2'-[(2S)-1,4-dioxan-2-ylmethyl]-8'-(trifluoromethyl)-2',5'-dihydrospiro[cyclobutane-1,4'-furo[2,3-g]indazole]-7'-carboxamide O1[C@@H](COCC1)CNC(=O)C1=C(C2=C(CC3(C4=CN(N=C24)C[C@@H]2OCCOC2)CCC3)O1)C(F)(F)F